CS(=O)(=O)C1=CC=C(CN)C=C1 4-methylsulfonylbenzylamine